((3S,4S)-8-(3-iodo-5-(((triisopropylsilyl) oxy) methyl)-1-((2-(trimethylsilyl) ethoxy) methyl)-1H-pyrazolo[4,3-b]pyrazin-6-yl)-3-methyl-2-oxa-8-azaspiro[4.5]decan-4-yl) carbamate C(N)(O[C@@H]1[C@@H](OCC12CCN(CC2)C=2N=C1C(=NC2CO[Si](C(C)C)(C(C)C)C(C)C)C(=NN1COCC[Si](C)(C)C)I)C)=O